2,2-dimethylpropyl α-hydroxyisobutyrate OC(C(=O)OCC(C)(C)C)(C)C